CC1(OB(OC1(C)C)C1=CC=CC=2N(C3=CC=CC=C3C12)CC1=CC=C(CP(OCC)(OCC)=O)C=C1)C Diethyl (4-((4-(4,4,5,5-tetramethyl-1,3,2-dioxaborolan-2-yl)-9H-carbazole-9-yl)methyl)benzyl)phosphonate